2-IMIDAZOL-1-YL-BENZALDEHYDE N1(C=NC=C1)C1=C(C=O)C=CC=C1